N-[2-cyclopropyl-1-(N-hydroxycarbamimidoyl)-1-methylethyl]carbamic acid benzyl ester C(C1=CC=CC=C1)OC(NC(CC1CC1)(C)C(NO)=N)=O